NC1=C(C=NC(=C1)C(F)(F)F)C(=O)N1CCC=2N(N=C3CCNCC1C23)C2=C(C=C(C=C2)SC(F)(F)F)O (4-amino-6-(trifluoromethyl)pyridin-3-yl)(2-(2-hydroxy-4-((trifluoromethyl)thio)phenyl)-2,3,4,5a,6,7,8,9-octahydro-5H-1,2,5,7-tetraazabenzo[cd]azulen-5-yl)methanone